CC(CCO)CCCC(=C)C 3,7-dimethyl-7-octenol